NC1=C(C=CC=C1)N(S(=O)(=O)C1CC1)C N-(2-aminophenyl)-N-methylcyclopropanesulfonamide